C1(=CC=CC=C1)S(=O)(=O)OCOS(=O)(=O)C1=CC=CC=C1 methylene bis(benzenesulfonate)